2,4-dihydroxy-N-(indolin-5-yl)-5-isopropyl-N-methylbenzamide OC1=C(C(=O)N(C)C=2C=C3CCNC3=CC2)C=C(C(=C1)O)C(C)C